O1CCNCC12CCOCC2 1,9-dioxa-4-azaspiro[5.5]undecane